CC(CN1C=CC=2C(=NC(=CC21)NC=2SC(=CN2)C)OC[C@H]2N(CCC2)C(C=C)=O)CC 1-((2S)-2-(((1-(2-methylbutyl)-6-((5-methylthiazol-2-yl)amino)-1H-pyrrolo[3,2-c]pyridin-4-yl)oxy)methyl)pyrrolidin-1-yl)prop-2-en-1-one